N1=CC=C(C=C1)C(C)C1=CC=2N(N=C1N)C(=NN2)C(F)(F)F (1-(pyridin-4-yl)ethyl)-3-(trifluoromethyl)[1,2,4]triazolo[4,3-b]pyridazin-6-amine